BrC=1C=C(C=CC1)[C@@H](C)NCC (R)-1-(3-bromophenyl)-N-ethylethan-1-amine